2-amino-4-(2-furyl)-6-methylsulfanyl-pyrimidine-5-carbonitrile NC1=NC(=C(C(=N1)C=1OC=CC1)C#N)SC